CC1(CC(CC1)=O)C1=CC=C(C=C1)C 3-methyl-3-(p-tolyl)cyclopentan-1-one